4-[(2,2-dimethyl-4,6-dioxo-1,3-dioxan-5-ylidene)methylamino]benzonitrile CC1(OC(C(C(O1)=O)=CNC1=CC=C(C#N)C=C1)=O)C